BrC=1C=CC2=C(N=C(S2)C2CNCC(N2C)=O)C1 6-(5-bromobenzo[d]thiazol-2-yl)-1-methylpiperazin-2-one